O1[C@H](COCC1)CN (S)-1,4-dioxane-2-methylamine